BrC1=CC(=NC=C1)C(C(=O)N)Cl (4-bromopyridin-2-yl)-2-chloroacetamide